2-[(2E)-2-(aminomethyl)-3-fluoroprop-2-en-1-yl]-4-(5-[4-fluoro-3-(trifluoromethyl)phenyl]thiophen-2-ylmethyl)-2,4-dihydro-3H-1,2,4-triazol-3-one hydrochloride Cl.NC/C(/CN1N=CN(C1=O)CC=1SC(=CC1)C1=CC(=C(C=C1)F)C(F)(F)F)=C\F